BrC1=CNC=2N=NC(=CC21)Cl 5-bromo-3-chloro-7H-pyrrolo[2,3-c]Pyridazine